2-(7-chloro-6-fluoro-3-hydroxyquinolin-2-yl)-1H-isoindole ClC1=C(C=C2C=C(C(=NC2=C1)N1CC2=CC=CC=C2C1)O)F